N-(4-(4-(2-(ethylamino)-2-oxoethyl)phenyl)-1H-pyrrolo[2,3-b]pyridin-6-yl)cyclopropylcarboxamide C(C)NC(CC1=CC=C(C=C1)C1=C2C(=NC(=C1)NC(=O)C1CC1)NC=C2)=O